[B].[Fe].[Nd].[Ce].[La] lanthanum-cerium neodymium iron boron